6-Chloro-3-[[(1R)-1-[3,6-dimethyl-4-oxo-2-(1-piperidyl)chromen-8-yl]ethyl]amino]pyridine-2-carboxylic acid ClC1=CC=C(C(=N1)C(=O)O)N[C@H](C)C=1C=C(C=C2C(C(=C(OC12)N1CCCCC1)C)=O)C